(R*)-1-[(S)-1-(2,3-dihydrobenzo[1,4]dioxin-2-yl)methyl]piperidin O1[C@H](COC2=C1C=CC=C2)CN2CCCCC2